CS(=O)(=O)C=1N=CC2=C(N1)N(C(C=C2NC(OC(C)(C)C)=O)=O)C2=CC=CC=C2 tert-butyl (2-(methylsulfonyl)-7-oxo-8-phenyl-7,8-dihydropyrido[2,3-d]pyrimidin-5-yl)carbamate